BrC=1C=C(C=CC1)NC(=O)NC1=NC2=C(N1CC1=CC=C(C=C1)Br)C=CC=C2 1-(3-bromophenyl)-3-(1-(4-bromobenzyl)-1H-benzo[d]imidazol-2-yl)urea